(rac)-((1s,3s)-3-Hydroxy-3-methylcyclobutyl)(6-(1-methyl-5-(trifluoromethyl)-1H-pyrazol-4-yl)-2-azaspiro[3.4]octan-2-yl)methanone OC1(CC(C1)C(=O)N1CC2(C1)C[C@@H](CC2)C=2C=NN(C2C(F)(F)F)C)C |r|